2-((2-(4-cyclopropyl-6-methoxypyrimidin-5-yl)-7H-pyrrolo[2,3-d]pyrimidin-7-yl)methyl)-5-(1-isopropyl-4-(trifluoromethyl)-1H-imidazol-2-yl)phenol C1(CC1)C1=NC=NC(=C1C=1N=CC2=C(N1)N(C=C2)CC2=C(C=C(C=C2)C=2N(C=C(N2)C(F)(F)F)C(C)C)O)OC